N[C@H](CC)C1=C2C=C(N=CC2=C(N=C1)OC1CN(C1)C(=O)[C@H]1[C@H](C1)F)NC1=CC=C2C(=N1)[C@H](C(OC2=O)(C)C)C (R)-2-((5-((R)-1-aminopropyl)-8-((1-((1S,2S)-2-fluorocyclopropane-1-carbonyl)azetidin-3-yl)oxy)-2,7-naphthyridin-3-yl)amino)-7,7,8-trimethyl-7,8-dihydro-5H-pyrano[4,3-b]pyridin-5-one